(2S)-2-((2-((3-cyanobenzyl)oxy)-4-((3'-(3-((4-hydroxypiperidin-1-yl)methyl)-1,2,4-oxadiazol-5-yl)-2,2'-dimethyl-[1,1'-biphenyl]-3-yl)methoxy)-5-nitrobenzyl)amino)-3-hydroxybutyric acid C(#N)C=1C=C(COC2=C(CN[C@H](C(=O)O)C(C)O)C=C(C(=C2)OCC=2C(=C(C=CC2)C2=C(C(=CC=C2)C2=NC(=NO2)CN2CCC(CC2)O)C)C)[N+](=O)[O-])C=CC1